Phenanthridine-6(5H)-thione C1=CC=CC=2NC(C3=CC=CC=C3C12)=S